FC[C@H]1C[C@@H](NC1)CONC(=O)[C@H]1N2C(N([C@H](CC1)C2)OS(=O)(=O)O)=O (2S,5R)-N-{[(2R,4S)-4-Fluoromethyl-pyrrolidin-2-yl]methyloxy}-7-oxo-6-(sulfooxy)-1,6-diazabicyclo[3.2.1]octane-2-carboxamide